BrC=1C(=C(C(=CC1)SC)CO)F [3-bromo-2-fluoro-6-(methylsulfanyl)phenyl]methanol